B12B3B4B1[Si]45B2B53 silicon hexaboride